C1(CC1)C=1N=C(SC1C(=O)O)C1=CC=2N(C=C1)N=CC2C=2C(=NN(C2C)C(C)C)C 4-cyclopropyl-2-[3-(1-isopropyl-3,5-dimethyl-pyrazol-4-yl)pyrazolo[1,5-a]pyridin-5-yl]thiazole-5-carboxylic acid